C(C)OC(CC(CCCCC)CCCCC)=O.ClC1=C(\C=N\NC(C2=NC(=CC=C2)C2=CC=C(C=C2)OCC)=O)C(=CC=C1)Cl (E)-N'-(2,6-dichlorobenzylidene)-6-(4-ethoxyphenyl)picolinohydrazide ethyl-3-pentyloctanoate